BrC1=CC(=C(C=C1)CNCC(OC)OC)Cl N-[(4-bromo-2-chloro-phenyl)methyl]-2,2-dimethoxy-ethanamine